C(C)O[Si](OCC)(OCC)C1C2C3C(OC(C3C1CC2)=O)=O 5-(triethoxysilyl)hexahydro-4,7-methyleneisobenzofuran-1,3-dione